1-((S)-7-((3R,4S)-4-(2-chlorophenyl)-6,6-dimethyltetrahydro-2H-pyran-3-carbonyl)-1-(trifluoromethyl)-2,7-diazaspiro[3.5]nonan-2-yl)prop-2-en-1-one ClC1=C(C=CC=C1)[C@@H]1[C@H](COC(C1)(C)C)C(=O)N1CCC2(CN([C@@H]2C(F)(F)F)C(C=C)=O)CC1